2-Chloro-2',3',5',6,6',7-hexahydrospiro[imidazo[1,2-e]purine-8,4'-thiopyran] ClC=1N=CC=2N=C3N(C2N1)C1(CCSCC1)CN3